C(C)(=S)OCC1=NC2=CC(=CC=C2C(N1)=O)CC1=CC=CC=C1 ((7-benzyl-4-oxo-3,4-dihydroquinazolin-2-yl) methyl) thioacetate